1-Ethoxymethyl-4-((triethylsilyloxy)methyl)imidazole C(C)OCN1C=NC(=C1)CO[Si](CC)(CC)CC